Cl.ClC1=C(C=C(C=C1)F)C1CCNCC1 4-(2-chloro-5-fluorophenyl)piperidine hydrochloride